C1(CC1)C=C1C(C#N)C=CC=C1 2-(cyclopropylmethylene)benzonitrile